phosphoribosyl-aniline P(=O)(O)(O)N(C1=CC=CC=C1)C1[C@H](O)[C@H](O)[C@H](O1)CO